NC1=NC2=NC(=CC=C2C=C1)C 2-amino-7-methyl-1,8-naphthyridine